C(CCCCCCCCCCCC)NC1=CC=NC=C1 4-(tridecylamino)pyridine